2-methylimidazo[1,2-a]pyrazine-8-carboxamide CC=1N=C2N(C=CN=C2C(=O)N)C1